ClC1=C(C=C(C=C1)Cl)NC(=S)N 2,5-dichlorophenylthiourea